Methyl 4,6-dichloropyridine-3-carboxylate ClC1=C(C=NC(=C1)Cl)C(=O)OC